2-methyl-2H-indazole-6-carbaldehyde CN1N=C2C=C(C=CC2=C1)C=O